5-isopropyl-3,8-dimethylazulen-1-yl-(4-nitrophenyl)sulfane C(C)(C)C1=CC2=C(C=C(C2=C(C=C1)C)SC1=CC=C(C=C1)[N+](=O)[O-])C